CN[C@@H]1CN(CCC1)C1=NC2=C(N1CC1=CC=C(C=N1)C#N)C=CC(=C2)C(F)(F)F 6-((2-((3S)-3-(methylamino)-1-piperidinyl)-5-(trifluoromethyl)-1H-benzimidazol-1-yl)methyl)-3-pyridinecarbonitrile